ON(CCN)CC1=CC=CC=C1 Hydroxybenzylethylendiamin